1-benzyloxy-2-iodo-4-isopropyl-benzene C(C1=CC=CC=C1)OC1=C(C=C(C=C1)C(C)C)I